[Cl].C(CCC)N1C(N(C=C1)C)C 1-butyl-2,3-dimethyl-imidazole chlorine salt